FC1(CCN(CC1)C(=O)C=1C=C2C=CC=C(C2=CC1)C1=CC(=C(C(=O)O)C(=C1)F)F)F 4-(6-(4,4-difluoropiperidine-1-carbonyl)naphthalen-1-yl)-2,6-difluorobenzoic acid